ClC1=C(C(=CC=C1)Cl)C#C 1,3-dichloro-2-ethynyl-benzene